1-(4-fluoro-3-methoxycarbonylbenzyl)quinazoline-2,4(1h,3h)-dione FC1=C(C=C(CN2C(NC(C3=CC=CC=C23)=O)=O)C=C1)C(=O)OC